C(C)N(CCCC1=CC(=C(C=C1)NC1=NC=C(C(=N1)NCCCN1CCOCCC1=O)C(F)(F)F)CC)CC 4-(3-((2-((4-(3-(Diethylamino)propyl)-2-ethylphenyl)amino)-5-(trifluoromethyl)pyrimidin-4-yl)amino)propyl)-1,4-oxazepan-5-on